CNCCC1=CNC2=CC=CC=C12 3-(2-methylaminoethyl)-1H-indol